(5aR,6S,7R,8R,8aS)-5a-(4-cyanophenyl)-8,8a-dihydroxy-3-methoxy-N,N-dimethyl-6-phenyl-5a,7,8,8a-tetrahydro-6H-cyclopenta[4,5]furo[3,2-b]pyridine-7-carboxamide C(#N)C1=CC=C(C=C1)[C@]12[C@](C3=NC=C(C=C3O1)OC)([C@@H]([C@@H]([C@H]2C2=CC=CC=C2)C(=O)N(C)C)O)O